8-bromo-7-fluoro-4-(methoxymethyl)-1-methylquinolin-2(1H)-one BrC=1C(=CC=C2C(=CC(N(C12)C)=O)COC)F